p-Xylen C1(=CC=C(C=C1)C)C